(2S,4S)-2'-iodo-2-(1-methyl-1H-1,2,3-triazol-4-yl)-4',5'-dihydrospiro[piperidine-4,7'-thieno[2,3-c]pyran] IC1=CC2=C([C@@]3(OCC2)C[C@H](NCC3)C=3N=NN(C3)C)S1